BrC=1C=NN2C1N=C(C=C2)NC[C@H]2N(CCC2)C(=O)NC(C)(C)C (S)-2-(((3-bromopyrazolo[1,5-a]pyrimidin-5-yl)amino)methyl)-N-(tert-butyl)pyrrolidine-1-carboxamide